C(C=C)(=O)OCCOC(C)(C)OCCOC(C=C)=O 2,2-di(2-acryloxyethoxy)propane